CN1C(N(C2=C1C=C(C(=C2)NC(C2=C(C=CC=C2)OC)=O)N2CCCCC2)C)=O N-(1,3-dimethyl-2-oxo-6-piperidin-1-ylbenzimidazol-5-yl)-2-methoxybenzamide